FC(C=1C=C(C=CC1)CC(C)=O)(F)F 3-(Trifluoromethyl)-phenylacetone